CC1=NC(=CC(=N1)NC1=NN2C(C=C(C=C2)C2=C(C=NN2C)OCC=O)=C1)C 2-((5-(2-((2,6-dimethylpyrimidin-4-yl)amino)pyrazolo[1,5-a]pyridin-5-yl)-1-methyl-1H-pyrazol-4-yl)oxy)ethan-1-one